N-(3-cyanophenyl)-4-methylpiperidine C(#N)C=1C=C(C=CC1)N1CCC(CC1)C